ClC1=CC(=C2C(=N1)N(C=C2)C2CN(C2)C(=O)OC(C)(C)C)CN2CCCC2 tert-butyl 3-(6-chloro-4-(pyrrolidin-1-ylmethyl)-1H-pyrrolo[2,3-b]pyridin-1-yl)azetidine-1-carboxylate